COCCO[AlH]OCCOC.[Na] sodium bismethoxyethoxyaluminum hydride